C1(CC1)OC1=NC=NC(=C1C1=CNC2=NC(=CC=C21)NC(=O)[C@@H]2[C@H](C2)CN2CCN(CC2)C)OC (1S,2S)-N-(3-(4-cyclopropoxy-6-methoxypyrimidin-5-yl)-1H-pyrrolo[2,3-b]pyridin-6-yl)-2-((4-methylpiperazin-1-yl)methyl)cyclopropane-1-carboxamide